(2S)-2-[3-(2-{[(4-tert-butylphenyl)formamido]methyl}-3H-imidazol-4-yl)azetidine-1-carbonylamino]-6-(diethylamino)hexanoic acid C(C)(C)(C)C1=CC=C(C=C1)C(=O)NCC1=NC=C(N1)C1CN(C1)C(=O)N[C@H](C(=O)O)CCCCN(CC)CC